triallyl(3-acrylamidopropyl)ammonium C(C=C)[N+](CCCNC(C=C)=O)(CC=C)CC=C